Cl.Cl.NC=1C(=C(C=CC1O)C1=CC=C(C=C1)O)N diamino-4,4'-dihydroxybiphenyl dihydrochloride